N1=CC=C(C=C1)CC1(NC(=NC=N1)N)N 4-(pyridin-4-ylmethyl)-1,3,5-triazine-2,4-diamine